tris(diethylphenyl) phosphite tri(diisopropylphenyl)phosphite C(C)(C)C=1C(=C(C=CC1)OP(OC1=C(C(=CC=C1)C(C)C)C(C)C)OC1=C(C(=CC=C1)C(C)C)C(C)C)C(C)C.P(OC1=C(C(=CC=C1)CC)CC)(OC1=C(C(=CC=C1)CC)CC)OC1=C(C(=CC=C1)CC)CC